C1(CC1)CN1C(=NC=C1)CC1CCN(CC1)C(=O)[C@H](CC(C)C)N1C([C@@H](NCC1)CC(C)C)=O (S)-1-[(S)-1-[(4-{[1-(Cyclopropylmethyl)-1H-imidazol-2-yl]methyl}-1-piperidyl)carbonyl]-3-methylbutyl]-3-isobutyl-2-piperazinone